ClC1=C(C=CC=C1)C1=NC=2N(C(NC(C2N1C1=CC=C(C=C1)Cl)=O)=O)COCC[Si](C)(C)C 8-(2-chlorophenyl)-7-(4-chlorophenyl)-3-[[2-(trimethylsilyl)ethoxy]methyl]-1H-purine-2,6-dione